C(C)(=O)OC1C([C@@]2([C@H](CC[C@H]2[C@@H]2CC[C@@H]3CC(CC[C@@]3([C@@H]12)C)=O)[C@@H](CCC(=O)O)C)C)OC(C)=O (4R)-4-[(5R,8S,9S,10S,13R,14S,17R)-11,12-diacetoxy-10,13-dimethyl-3-oxo-1,2,4,5,6,7,8,9,11,12,14,15,16,17-tetradecahydrocyclopenta[a]phenanthren-17-yl]pentanoic acid